COC=1C=CC2=C(C(=NC(C=3C2=CN(C(C3)=O)C)CC(=O)NCC)C(F)(F)F)C1 2-(9-methoxy-2-methyl-3-oxo-7-(trifluoromethyl)-3,5-dihydro-2H-benzo[c]pyrido[3,4-e]azepin-5-yl)-N-ethylacetamide